p-dimethylaminoacetophenone CN(C1=CC=C(C=C1)C(C)=O)C